BrC=1C(=NC(=NC1)Cl)NC1=C(C(=CC=C1)F)CS(=O)(=O)N (2-((5-bromo-2-chloropyrimidin-4-yl)amino)-6-fluorophenyl)methylsulfonamide